NC1=NC(=CC=C1)C(=O)C1CCN(CC1)C 2-amino-6-(1-methylpiperidin-4-ylcarbonyl)pyridine